FC(S(=O)(=O)OC1=C(C(=CC=C1C)C)C)(F)F 2,3,6-trimethylphenyl trifluoromethanesulfonate